2-(2-hydroxy-3-tert-butyl-5-methylbenzyl)-4-methyl-4-tert-butylphenylacrylate OC1=C(CC2=C(C=CC(C2)(C(C)(C)C)C)OC(C=C)=O)C=C(C=C1C(C)(C)C)C